3-(4-(6'-(dimethylamino)-5'-fluoro-2'-oxospiro[cyclopropane-1,3'-indoline]-1'-yl)phenyl)propionic acid CN(C1=C(C=C2C3(C(N(C2=C1)C1=CC=C(C=C1)CCC(=O)O)=O)CC3)F)C